4,4'-sulfonyl-dibenzoic acid S(=O)(=O)(C1=CC=C(C(=O)O)C=C1)C1=CC=C(C(=O)O)C=C1